1-methyl-4,5,6,7-tetrahydroindenyl-titanium trichloride [Cl-].[Cl-].[Cl-].CC1C(=CC=2CCCCC12)[Ti+3]